C1(CC=CCC1)C1=CC(OC=2C=C(C=C(C12)O)C(C)C(CCCCC)C)(C)C 4-Cyclohex-3-en-1-yl-2,2-dimethyl-7-(3-methyloctan-2-yl)chromen-5-ol